(2S)-2-[9H-fluorene-9-ylmethoxycarbonyl(methyl)amino]-4-methoxybutanoic acid C1=CC=CC=2C3=CC=CC=C3C(C12)COC(=O)N([C@H](C(=O)O)CCOC)C